3-((S)-2-((E)-3-(4-chloro-2-fluorophenyl)acrylamido)-3-cyclobutylpropionamido)-N-cyclopropyl-2-oxo-4-((S)-2-oxopyrrolidin-3-yl)butyramide ClC1=CC(=C(C=C1)/C=C/C(=O)N[C@H](C(=O)NC(C(C(=O)NC1CC1)=O)C[C@H]1C(NCC1)=O)CC1CCC1)F